ClC=1C=C2C(=CC(=C(C2=CC1)N=CN(C)C)C(=O)C=1C2=CN(N=C2C(=CC1)F)C1OCCCC1)C1CC1 N'-[6-chloro-4-cyclopropyl-2-[7-fluoro-2-(oxan-2-yl)indazole-4-carbonyl]naphthalen-1-yl]-N,N-dimethylmethanimidamide